3-cyano-3-methylcyclohexanol methanesulfonate CS(=O)(=O)OC1CC(CCC1)(C)C#N